CS(=O)(=O)CCNC1=CC(=NC(=N1)N1CCCC1)C(=O)O 6-((2-(methylsulfonyl)ethyl)amino)-2-(pyrrolidin-1-yl)pyrimidine-4-carboxylic acid